tert-butyl 4-[[2-(2,6-dioxo-3-piperidyl)-1-oxo-isoindolin-5-yl]methyl-methyl-amino]piperidine-1-carboxylate O=C1NC(CCC1N1C(C2=CC=C(C=C2C1)CN(C1CCN(CC1)C(=O)OC(C)(C)C)C)=O)=O